di(1,2,2,6,6-pentamethylpiperidin-4-yl) (3,5-di-tert-butyl-4-hydroxybenzyl)butylmalonate C(C)(C)(C)C=1C=C(CC(C(=O)OC2CC(N(C(C2)(C)C)C)(C)C)(C(=O)OC2CC(N(C(C2)(C)C)C)(C)C)CCCC)C=C(C1O)C(C)(C)C